farnesyl azide C(C=C(C)CCC=C(C)CCC=C(C)C)N=[N+]=[N-]